C(CCCC)OC(=O)NC1=CC=C(C(=O)O)C=C1 4-(((pentyloxy)carbonyl)amino)benzoic acid